4-butoxy-3-fluorobenzene C(CCC)OC1=C(C=CC=C1)F